1-[4-(6-methylpyridazin-3-yl)phenyl]methanamine CC1=CC=C(N=N1)C1=CC=C(C=C1)CN